7-nonoxy-7-oxo-heptanoic acid C(CCCCCCCC)OC(CCCCCC(=O)O)=O